C(C1=C(C=CC=C1)N(C([O-])=S)CCCCCCCCCCCC)C1=C(C=CC=C1)N(C([O-])=S)CCCCCCCCCCCC methylenediphenylene-bis(dodecyl thiocarbamate)